FC1=C(C=CC(=C1F)C1CCC(CC1)C1CCC(CC1)CCC)C1=CC=C(C(=C1O)F)F 6-[2,3-difluoro-4-[4-(4-propylcyclohexyl)cyclohexyl]phenyl]-2,3-difluorophenol